di(n-butyl)dimethoxytin C(CCC)[Sn](OC)(OC)CCCC